N-[6-(1-hydroxy-1-methyl-ethyl)-2-(5-oxopentyl)indazol-5-yl]-6-(trifluoromethyl)pyridine-2-carboxamide OC(C)(C)C=1C(=CC2=CN(N=C2C1)CCCCC=O)NC(=O)C1=NC(=CC=C1)C(F)(F)F